6-(thiazol-5-yl)quinoline-3-carboxamide S1C=NC=C1C=1C=C2C=C(C=NC2=CC1)C(=O)N